tert-butyl (S)-3-((6-amino-4-chloro-3-methoxypyridin-2-yl)oxy)pyrrolidine-1-carboxylate NC1=CC(=C(C(=N1)O[C@@H]1CN(CC1)C(=O)OC(C)(C)C)OC)Cl